4,7,13,16,21,24-hexaoxa-1,10-diazabicyclo[8.8.8]-hexacosane N12CCOCCOCCN(CCOCCOCC1)CCOCCOCC2